ClC=1C=CC=C2C=NC(=NC12)C=1C=CC(=NC1)O 5-(8-chloroquinazolin-2-yl)pyridin-2-ol